2'-deoxyInosine [5-(2-chloro-3-fluoro-phenyl)-3-((S)-2-methoxy-1-methyl-ethyl-methyl)-2,4-dioxo-3,4-dihydro-2H-pyrimidin-1-yl]-acetate ClC1=C(C=CC=C1F)C=1C(N(C(N(C1)CC(=O)OC[C@@H]1[C@H](C[C@@H](O1)N1C=NC=2C(O)=NC=NC12)O)=O)C[C@@H](COC)C)=O